(chlorosulfonyl)ethyl acetate C(C)(=O)OCCS(=O)(=O)Cl